C(C)[C@]12N(C=3C(=NN=C(C3)C3=C(C(=CC=C3)C)O)NC1)C[C@@H](C2)N(C2CCNCC2)CC 2-((6aR,8R)-6a-ethyl-8-(ethyl(piperidin-4-yl)amino)-5,6,6a,7,8,9-hexahydropyrrolo-[1',2':4,5]pyrazino[2,3-c]pyridazin-2-yl)-6-methylphenol